C[N+]1(CNCC=C1)C dimethyltetrahydropyrimidinium